1,4-bis(2-hydroxyethyl)pyrimidinium OCC[N+]1=CN=C(C=C1)CCO